2-(((2r,3r,4s,5r)-5-(2-azido-6-((tert-butoxycarbonyl)amino)-9H-purin-9-yl)-4-fluoro-3-hydroxytetrahydrofuran-2-yl)methoxy)-2-(3-cyanobenzyl)malonic acid N(=[N+]=[N-])C1=NC(=C2N=CN(C2=N1)[C@H]1[C@H]([C@@H]([C@H](O1)COC(C(=O)O)(C(=O)O)CC1=CC(=CC=C1)C#N)O)F)NC(=O)OC(C)(C)C